C(C1=CC=CC=C1)OC=1C(C(=CN2C1C(N1[C@@H](CCC[C@H]2C1)CC)=O)C(=O)NCC1=C(C=C(C=C1F)F)F)=O (3R,7S)-12-(benzyloxy)-3-ethyl-1,11-dioxo-N-(2,4,6-trifluorobenzyl)-1,4,5,6,7,11-hexahydro-3H-2,7-methanopyrido[1,2-a][1,4]diazonine-10-carboxamide